Propenolactone C1(C=CO1)=O